NC=1N=C(SC1C(C1=CC=C(C=C1)OCC1=CC=CC=C1)=O)N(C1=CC(=C(C=C1)F)F)[C@@H](C(=O)N)C (R)-2-(N-[4-amino-5-(4-benzyloxybenzoyl)thiazol-2-yl]-3,4-difluoro-anilino)propanamide